CC(C)(C#CC(C)(OOC(C)(C)CC)C)OOC(C)(C)CC 2,5-dimethyl-2,5-di(t-amylperoxy)hexyne